(7R,8S)-7-((R)-5H-Imidazo[5,1-a]isoindol-5-yl)-5,6,7,8-tetrahydroimidazo[1,2-a]pyridin-8-ol C=1N=CN2C1C1=CC=CC=C1[C@H]2[C@@H]2[C@@H](C=1N(CC2)C=CN1)O